3-(5-(1-(5-bromo-6-chloro-3-methyl-1H-indole-2-carbonyl)piperidin-4-yl)-1-oxoisoindolin-2-yl)piperidine-2,6-dione BrC=1C=C2C(=C(NC2=CC1Cl)C(=O)N1CCC(CC1)C=1C=C2CN(C(C2=CC1)=O)C1C(NC(CC1)=O)=O)C